O1NC=C2C1=CN=C2 pyrrolo[3,4-d]isoxazole